2-(6-(2-methylpyrimidin-5-yl)-1H-indol-3-yl)acetic acid CC1=NC=C(C=N1)C1=CC=C2C(=CNC2=C1)CC(=O)O